(S)-2-((4-(5-((4-(cyclopropylethynyl)-2-fluorobenzyl)oxy)-2-fluorophenyl)piperazin-1-yl)methyl)-1-(oxetan-2-ylmethyl)-1H-benzo[d]imidazole-6-carboxylic acid C1(CC1)C#CC1=CC(=C(COC=2C=CC(=C(C2)N2CCN(CC2)CC2=NC3=C(N2C[C@H]2OCC2)C=C(C=C3)C(=O)O)F)C=C1)F